trimethyl-1,3,5-benzenetricarboxylate CC1=C(C(=C(C(=C1C(=O)[O-])C)C(=O)[O-])C)C(=O)[O-]